tert-butyl 3-(1-benzyl-2'-(2-ethoxypyridin-3-yl)-6'-oxo-6'H-spiro[piperidine-4,5'-[1,7]naphthyridin]-7'(8'H)-yl)pyrrolidine-1-carboxylate C(C1=CC=CC=C1)N1CCC2(C=3C=CC(=NC3CN(C2=O)C2CN(CC2)C(=O)OC(C)(C)C)C=2C(=NC=CC2)OCC)CC1